2-(1-(6-chloropyridin-3-yl)ethyl)-6-oxa-2-azaspiro[3.4]octane ClC1=CC=C(C=N1)C(C)N1CC2(C1)COCC2